N-{2-[(5-ethyl-2-{[4-(4-methylpiperazin-1-yl)phenyl]amino}pyrimidin-4-yl)amino]phenyl}prop-2-enamide C(C)C=1C(=NC(=NC1)NC1=CC=C(C=C1)N1CCN(CC1)C)NC1=C(C=CC=C1)NC(C=C)=O